BrC1=C(C=O)C(=C(C=C1)OC)OC 2-bromo-5,6-dimethoxybenzaldehyde